COC(=O)[C@H]1N([C@H]2C[C@]2(C1)COC)C(CNC(CCCOC1=CC=CC=C1)=O)=O (1S,3S,5R)-5-(methoxymethyl)-2-((4-phenoxybutyryl)glycyl)-2-azabicyclo-[3.1.0]Hexane-3-carboxylic acid methyl ester